ClC=1C(=NN(C1NC(=O)N[C@@H]1CN(C[C@H]1C1=CC(=CC(=C1)F)F)CCOC)C1=CC=CC=C1)OCC(C)(C)O 1-(4-chloro-3-(2-hydroxy-2-methylpropyloxy)-1-phenyl-1H-pyrazol-5-yl)-3-((3s,4r)-4-(3,5-difluorophenyl)-1-(2-methoxyethyl)pyrrolidin-3-yl)urea